1-allyl-6-chloro-8-nitro-3,4-dihydro-1H-pyrido[3,2-c][1,2,6]thiadiazine 2,2-dioxide C(C=C)N1S(NCC2=C1C(=CC(=N2)Cl)[N+](=O)[O-])(=O)=O